2-Bromodecanal BrC(C=O)CCCCCCCC